C1(CC1)NC(=O)C=1C=CC(=C(C1)C1=CC=C(C=C1)C(=O)C1=CC=C(OCCOC(=O)NCCCNC(=O)C2=CC=C(O2)C#CCNC(OC(C)(C)C)=O)C=C1)C tert-butyl (3-(5-((3-(((2-(4-(5'-(cyclopropylcarbamoyl)-2'-methyl-[1,1'-biphenyl]-4-carbonyl)phenoxy)ethoxy)carbonyl)amino)propyl)carbamoyl)furan-2-yl)prop-2-yn-1-yl)carbamate